COC(=O)C1(CC1)CN1CCN(CC1)C=1C2=C(CC3=C(N1)C=CC=C3)C=CC=C2 1-((4-(11H-dibenzo[b,e]azepin-6-yl)piperazin-1-yl)methyl)cyclopropane-1-carboxylic acid methyl ester